ClC1=C(C=CC(=C1)F)C1=C2C=CC(=NC2=NC=C1)O[C@@H](C(=O)N1CCCCC1)C (3S)-1-[(2R)-2-[[5-(2-Chloro-4-fluoro-phenyl)-1,8-naphthyridin-2-yl]oxy]propanoyl]piperidin